6-(2,4-difluorophenyl)-5-(2-(1-methyl-1H-pyrazol-5-yl)ethyl)isoindolin-1-one FC1=C(C=CC(=C1)F)C1=C(C=C2CNC(C2=C1)=O)CCC1=CC=NN1C